(3R)-3-({2-[2-(dimethylamino)phenyl][1,2,4]triazolo[1,5-c]quinazolin-5-yl}amino)azepin-2-one CN(C1=C(C=CC=C1)C1=NN2C(=NC=3C=CC=CC3C2=N1)NC=1C(N=CC=CC1)=O)C